(3R,6S)-methyl 3-benzyl-8-ethyl-6-(3-guanidinopropyl)-4,7-dioxohexahydropyrazino[2,1-c][1,2,4]oxadiazine-1(6H)-carboxylate C(C1=CC=CC=C1)[C@@H]1C(N2C(N(O1)C(=O)OC)CN(C([C@@H]2CCCNC(=N)N)=O)CC)=O